7-isopropoxy-2-(1-methyl-2-oxabicyclo[2.1.1]hexan-4-yl)-N-(1-(2-methylcyclopropyl)-2-oxo-1,2-dihydropyridin-3-yl)imidazo[1,2-a]pyrimidine-6-carboxamide C(C)(C)OC1=NC=2N(C=C1C(=O)NC=1C(N(C=CC1)C1C(C1)C)=O)C=C(N2)C21COC(C2)(C1)C